B(O)(O)O.B(O)(O)O.OC(C)(C)C(C)(C)O.OC(C)(C)C(C)(C)O bispinacol bisborate